C(CCCCCCCCC)C=1C=C(C=CC1)P(N(P(C1=CC=C(C=C1)CCCCCCCCCC)C1=CC=C(C=C1)CCCCCCCCCC)C1CC2=CC=CC=C2CC1)C1=CC(=CC=C1)CCCCCCCCCC N-(bis(3-decylphenyl)phosphaneyl)-N-(1,2,3,4-tetrahydronaphthalen-2-yl)-1,1-bis(4-decylphenyl)phosphanamine